CC1=NC(=CC(=N1)C)O 2,4-dimethyl-6-hydroxypyrimidine